(S)-2-amino-N-methyl-5-(4-(trifluoromethyl)phenyl)pentanamide N[C@H](C(=O)NC)CCCC1=CC=C(C=C1)C(F)(F)F